[N+](=O)([O-])C1=CC=C(C=C1)C1=NN(C(=C1)O)C1=NC(=C(N=C1C)C)C (1s)-3-(4-nitrophenyl)-1-(3,5,6-trimethylpyrazin-2-yl)-1H-pyrazol-5-ol